S(=O)(=O)(ON1[C@@H]2CC[C@H](N(C1=O)C2)C(NC(=O)C2CCN(CC2)C(C)=O)=N)[O-].[Na+] sodium (2S,5R)-2-(N-(1-acetylpiperidine-4-carbonyl) carbamimidoyl)-7-oxo-1,6-diazabicyclo[3.2.1]octan-6-yl sulfate